tert-butyl 3-(N-methylisobutyramido)pyrrolidine-1-carboxylate CN(C(C(C)C)=O)C1CN(CC1)C(=O)OC(C)(C)C